(4-(bis([1,1'-biphenyl]-4-yl)amino)phenyl)boronic acid C1(=CC=C(C=C1)N(C1=CC=C(C=C1)B(O)O)C1=CC=C(C=C1)C1=CC=CC=C1)C1=CC=CC=C1